CC(CCOC(C)(C)C1=CC2=CC=CC=C2C=C1)CCC=C(CC)C 2-(2-((3,7-dimethylnon-6-en-1-yl)oxy)propan-2-yl)naphthalene